NC1=CC2=C(SC3=C(C=N2)C=CC=C3)C=C1 8-aminodibenzo[b,f][1,4]thiazepin